(4-chlorophenyl)methanethiol ClC1=CC=C(C=C1)CS